arsenic antimony tin [Sn].[Sb].[As]